CC1N(CCCC1)C1=C(C=C2C(C(=CN(C2=C1)C1CC1)CN(CC1=CC(=NC=C1)C)[C@@H]1CN(CCC1)C=1C=NC(=CC1)C)=O)F methyl-1-[1-cyclopropyl-6-fluoro-3-({[(3S)-1-(6-methylpyridin-3-yl)piperidin-3-yl][(2-methylpyridin-4-yl)methyl]amino}methyl)-4-oxo-1,4-dihydroquinolin-7-yl]piperidine